NC1=C2N=C(N(C2=NC=N1)C1CC(C(O1)CO)O)\C=C\C1=CC=CC=C1 5-(6-amino-8-((E)-styryl)-9H-purin-9-yl)-2-(hydroxymethyl)tetrahydrofuran-3-ol